CC(C)(C)NC(N)=O N'-(1,1-dimethylethyl)-urea